FC(OC1=CC=C(C=N1)C1=CN=CC(=N1)C(=O)N/N=C/C=1C(=NC=C(C1)N(C)C)F)F (E)-6-(6-(difluoromethoxy)pyridin-3-yl)-N'-((5-(dimethylamino)-2-fluoropyridin-3-yl)methylene)pyrazine-2-carbohydrazide